[Mn].[F] fluorine manganese salt